1-(4-methoxyphenyl)-2-methyldisulfane COC1=CC=C(C=C1)SSC